C1(=CC=CC=C1)C1=NC(=NC(=N1)C1=CC=CC=C1)C=1C=C(C=C(C1)N1C2=CC=C(C=C2C=2C=C(C=CC12)C1=CC=C(C=C1)C)C1=CC=C(C=C1)C)N1C2=CC=C(C=C2C=2C=C(C=CC12)C1=CC=C(C=C1)C)C1=CC=C(C=C1)C 9,9'-(5-(4,6-diphenyl-1,3,5-triazin-2-yl)-1,3-phenylene)bis(3,6-di-p-tolyl-9H-carbazole)